N,N-diethyltrifluoroacetamide CCN(CC)C(=O)C(F)(F)F